N-[7-methoxy-4-(1-methyl-1H-pyrazol-4-yl)-1H-1,3-benzodiazol-2-yl]-3-(2-methoxyethyl)pyrrolidine-1-carboxamide COC1=CC=C(C2=C1NC(=N2)NC(=O)N2CC(CC2)CCOC)C=2C=NN(C2)C